COC(N[C@H](C(=O)NC=1C(N(C=CC1)CC=1NC2=NC=NC(=C2N1)\C=C\C1CC1)=O)CC\C=C\C(=O)N(C)C)=O Methyl-((S,E)-1-((1-((6-((E)-2-cyclopropylvinyl)-9H-purin-8-yl)methyl)-2-oxo-1,2-dihydropyridin-3-yl)amino)-7-(dimethylamino)-1,7-dioxohept-5-en-2-yl)carbamat